C(C)(C)(C)ONC1=NC(=NC(=N1)Cl)Cl O-tert-butyl-N-(4,6-dichloro-1,3,5-triazin-2-yl)hydroxylamine